2-(4-chlorophenyl)-5-phenyl-2,4-dihydro-3H-pyrazol-3-one ClC1=CC=C(C=C1)N1N=C(CC1=O)C1=CC=CC=C1